C(C1=CC=CC=C1)N[C@@H](CC1=CC=C(C=C1)O)C (R)-4-(2-(benzylamino)propyl)phenol